C(OC/1=N\C(\C(N\C1=C\1/N=CNC1C(C)(C)C)=O)=C/C1=CC=CC=C1)(OCOCCOCCOCCOCCOCC)=O (Z)-6-[(Z)-benzylidene]-3-[5-(tert-butyl)-1H-imidazol-4-ylidene]-5-oxo-3,4,5,6-tetrahydropyrazin-2-yl (2,5,8,11,14-pentaoxahexadecyl) carbonate